CC1=NN2C(C(=N1)N1CC1)=CC=C2 methyl-4-(1-aziridinyl)pyrrolo[2,1-f][1,2,4]triazine